ClC=1C=C(C2=C(CCO2)C1B(O)O)Cl (5,7-dichloro-2,3-dihydrobenzofuran-4-yl)boronic acid